4-[4-Bromo-8-(2-chloro-phenylethynyl)-3-hydroxy-quinolin-2-yl]-4-oxo-butyric acid ethyl ester C(C)OC(CCC(=O)C1=NC2=C(C=CC=C2C(=C1O)Br)C#CC1=C(C=CC=C1)Cl)=O